BrC=1C2=C(C(N(C1)C)=O)N(C(=C2)C=2C=NNC2)S(=O)(=O)C2=CC=C(C)C=C2 4-bromo-6-methyl-2-(1H-pyrazol-4-yl)-1-tosyl-1,6-dihydro-7H-pyrrolo[2,3-c]pyridin-7-one